C(C)N1N=C2C(=CC=C(C2=C1)N1C[C@@H](NCC1)C(C)C)C(=O)NC=1C=C(C=2N(C1)C=C(N2)C)F 2-ethyl-N-{8-fluoro-2-methylimidazo[1,2-a]pyridin-6-yl}-4-[(3S)-3-isopropylpiperazin-1-yl]indazole-7-carboxamide